(S)-3-(pyrimidin-5-yl)-3-((1R,3R)-3-(2-(5,6,7,8-tetrahydro-1,8-naphthyridin-2-yl)ethyl)cyclobutanecarboxamido)propionic acid N1=CN=CC(=C1)[C@H](CC(=O)O)NC(=O)C1CC(C1)CCC1=NC=2NCCCC2C=C1